NC1=NC(=C2C(=N1)N(N=C2)CC2=CC(=C(C=C2)N)C)C2=NC=CC(=C2)C#N 2-[6-amino-1-[(4-amino-3-methyl-phenyl)methyl]pyrazolo[3,4-d]pyrimidine-4-yl]pyridine-4-carbonitrile